(2E)-2-methyl-6-methylene-oct-2,7-dien-1-ol C/C(/CO)=C\CCC(C=C)=C